S1C=NC=C1C=1C=C(C=C(C1)C1=CN=CS1)[C@H](C)NC(C1=C(C=CC(=C1)OCCN(C)C)C)=O (S)-N-(1-(3,5-di(thiazol-5-yl)phenyl)ethyl)-5-(2-(dimethylamino)ethoxy)-2-methylbenzamide